tris(2-carboxyethyl)-3,6,9,15-tetraazabicyclo-[9.3.1]pentadeca-1(15),11,13-triene C(=O)(O)CCN1C(C=2C=CC=C(CNCCNCC1)N2)(CCC(=O)O)CCC(=O)O